O=S1(CCN(CC1)C(=O)C1=C(C=C(C=C1)[N+](=O)[O-])N1CC2CCC(C1)O2)=O (1,1-dioxo-1,4-thiazinan-4-yl)-[4-nitro-2-(8-oxa-3-azabicyclo[3.2.1]octan-3-yl)phenyl]methanone